1-(6-fluoro-3-methyl-2-oxo-1,3-benzothiazol-5-yl)-3-[(1S)-1-(2-pyrimidin-2-yl-1,2,4-triazol-3-yl)ethyl]urea FC1=CC2=C(N(C(S2)=O)C)C=C1NC(=O)N[C@@H](C)C=1N(N=CN1)C1=NC=CC=N1